C(=O)(OC(C)(C)C)NCCC1=CC(O)=C(O)C=C1 Boc-dopamine